6-(3-triethoxysilylpropylamino)-1,3,5-triazine-2,4-dithiol monosodium salt [Na].C(C)O[Si](CCCNC1=NC(=NC(=N1)S)S)(OCC)OCC